3-(trifluoromethyl)-5-(4-(trifluoromethyl)-1H-pyrazol-1-yl)benzonitrile FC(C=1C=C(C#N)C=C(C1)N1N=CC(=C1)C(F)(F)F)(F)F